C(=O)(O)CCN1CCN(CC1)CCC(=O)O 1,4-bis(2-carboxyethyl)piperazine